FC(OC1=CC=C(C=C1)C1CC(CC1)SC=1N=NNC1C(=O)O)(F)F 4-((3-(4-(trifluoromethoxy)phenyl)cyclopentyl)thio)-1H-1,2,3-triazole-5-carboxylic acid